5,6-diaminoquinoline NC1=C2C=CC=NC2=CC=C1N